lithium bis(trifluorosulfimide) salt FN=S(F)F.FN=S(F)F.[Li]